N1C(=CC=2C1=NC=CC2)\C=C\2/C(NC1=CC=C(C=C21)C2=C(C1=C(OCCN1)N=C2)C)=O (Z)-3-((1H-pyrrolo[2,3-b]pyridin-2-yl)methylene)-5-(8-methyl-2,3-dihydro-1H-pyrido[2,3-b][1,4]oxazin-7-yl)indolin-2-one